FC(C(=O)O)(F)F.C(#N)CC(N1N=CC(=C1)C=1C2=C(N=CN1)NC=C2)C=2C=C(C=CC2)NC(C2=CC=CC=C2)=O N-(3-{2-cyano-1-[4-(7H-pyrrolo[2,3-d]pyrimidin-4-yl)-1H-pyrazol-1-yl]ethyl}-phenyl)benzamide trifluoroacetate